N-[(2S)-1-hydroxy-3-methylbutan-2-yl]-6-(4-methylphenyl)-2-(1-methyl-1H-pyrazol-4-yl)-3-oxo-2,3-dihydropyridazine-4-carboxamide OC[C@H](C(C)C)NC(=O)C=1C(N(N=C(C1)C1=CC=C(C=C1)C)C=1C=NN(C1)C)=O